FC1([C@@H](CN(C1)CC=1C=C2C=CC(=NC2=CC1)[C@@H]1COCC1)OC=1C=C2CN(C(C2=CC1)=O)C1C(NC(CC1)=O)=O)F 3-(5-(((R)-4,4-Difluoro-1-((2-((R)-tetrahydrofuran-3-yl)quinolin-6-yl)methyl)pyrrolidin-3-yl)oxy)-1-oxoisoindolin-2-yl)piperidine-2,6-dione